(2R)-2-[[(2R)-2-[[(2R)-2-(tert-Butoxycarbonylamino)-3-phenyl-propionyl]amino]-5-oxo-5-(tritylamino)pentanoyl]amino]hexanoic acid C(C)(C)(C)OC(=O)N[C@@H](C(=O)N[C@@H](C(=O)N[C@@H](C(=O)O)CCCC)CCC(NC(C1=CC=CC=C1)(C1=CC=CC=C1)C1=CC=CC=C1)=O)CC1=CC=CC=C1